4-((N,N-dimethylsulfamoyl)carbamoyl)-3-methoxy-5-(pyrrolidin-1-yl)benzoic acid CN(S(=O)(=O)NC(=O)C1=C(C=C(C(=O)O)C=C1N1CCCC1)OC)C